C1=CC=CC2=CC3=CC=CC=C3C(=C12)C(C=1NC(=CC1C)C)=C1N=C(C=C1C)C 2-[9-anthryl-(3,5-dimethyl-2H-pyrrol-2-ylidene)methyl]-3,5-dimethyl-1H-pyrrole